C(CC)(=O)OCCCCCCCC octyl propioate